CN(CCC1=CNC2=CC=CC(=C12)CNC(C)=O)C N-((3-(2-(dimethylamino)ethyl)-1H-indol-4-yl)methyl)acetamide